BrC=1C=C(C=CC1)P(OCC)OCC diethyl (3-bromophenyl)phosphonite